4-((4-fluorophenyl)amino)but-2-en-1-ol FC1=CC=C(C=C1)NCC=CCO